5-((6-amino-5-methylpyridin-3-yl)ethynyl)-2-fluoro-4-methyl-N-(4-((4-methylpiperazin-1-yl)methyl)-3-(trifluoromethyl)phenyl)benzamide NC1=C(C=C(C=N1)C#CC=1C(=CC(=C(C(=O)NC2=CC(=C(C=C2)CN2CCN(CC2)C)C(F)(F)F)C1)F)C)C